NC1=CC(=C(C(=O)N[C@H]2[C@H](CN(CC2)C(CCCCC(=O)O)C)OC)C=C1Cl)OC 6-((3s,4r)-4-(4-amino-5-chloro-2-methoxybenzamido)-3-methoxypiperidin-1-yl)heptanoic acid